N1CC(C1)N1CCC(CC1)N1N=C(C=2C1=NC=NC2N)C2=CC=C(C=C2)OC2=CC=CC=C2 1-[1-(azetidin-3-yl)-4-piperidyl]-3-(4-phenoxyphenyl)pyrazolo[3,4-d]pyrimidin-4-amine